CN(C(OC(C)(C)C)=O)C1=C(C=C(C(=C1)N1CCC(CC1)N1CCN(CC1)C)C)[N+](=O)[O-] tert-butyl methyl(4-methyl-5-(4-(4-methylpiperazin-1-yl)piperidin-1-yl)-2-nitrophenyl)carbamate